C1=CC2=C3C(=C1)C=CC4=C3C(=CC5=C4C=CC(=O)C5=O)C=C2 The molecule is an o-quinone resulting from the formal oxidation of both of the hydroxy groups of benzo[a]pyrene-cis-7,8-dihydrodiol. Benzo[a]pyrene-7,8-dione is a metabolite of the widespread carcinogen benzo[a]pyrene. It has a role as a xenobiotic metabolite and a genotoxin. It is a member of pyrenes and a member of orthoquinones. It derives from a benzo[a]pyrene-cis-7,8-dihydrodiol. It derives from a hydride of a benzo[a]pyrene.